N1=C(C=CC=C1)CC=1C=NN(C1)C(=O)OC(C)(C)C tert-Butyl 4-(pyridin-2-ylmethyl)-1H-pyrazole-1-carboxylate